N(=[N+]=[N-])CC=1N=C2N(C=C(C(=C2)C(F)(F)F)C)C1 2-(azidomethyl)-6-methyl-7-(trifluoromethyl)imidazo[1,2-a]pyridine